N'-[2-[2-[2-(dimethylamino)ethyl-methylamino]ethyl-methylamino]ethyl]-N'-methylethane-1,2-diamine CN(CCN(CCN(CCN(CCN)C)C)C)C